4-methyl-3-[(2S)-2-(3-bromophenyl)-2-fluoro-propyl]-1,2,4-triazole CN1C(=NN=C1)C[C@](C)(F)C1=CC(=CC=C1)Br